(3aR,5s,6aS)-2-(((S)-tetrahydro-2H-pyran-2-yl)methyl-d2)-N-(6-(4-(trifluoromethyl)pyridin-3-yl)pyridazin-3-yl)octahydrocyclopenta[c]pyrrol-5-amine O1[C@@H](CCCC1)C(N1C[C@@H]2[C@H](C1)CC(C2)NC=2N=NC(=CC2)C=2C=NC=CC2C(F)(F)F)([2H])[2H]